(S)-4-((1-((1,3-dioxoisoindolin-2-yl)methyl)-1,2,3,4-tetrahydroisoquinolin-8-yl)oxy)-N-methylbutanamide hydrochloride Cl.O=C1N(C(C2=CC=CC=C12)=O)C[C@H]1NCCC2=CC=CC(=C12)OCCCC(=O)NC